(17Z)-N,N-dimethylnonadec-17-en-10-amine CN(C(CCCCCCCCC)CCCCCC\C=C/C)C